C=NC(CN)C methylene-propylenediamine